C(C=C)(=O)O[N+]#[C-] isocyano acrylate